(3S,4R)-4-(2,6-Difluoro-4-methoxyphenyl)-3-({5-[2-(2-methoxyphenyl)cyclopropyl]-1,3,4-oxadiazol-2-yl}amino)pyrrolidin-2-on FC1=C(C(=CC(=C1)OC)F)[C@H]1[C@@H](C(NC1)=O)NC=1OC(=NN1)C1C(C1)C1=C(C=CC=C1)OC